5-oxohexanoic acid O=C(CCCC(=O)O)C